tert-butyl (Z)-(2-(2-(2-(2-(2,6-dibromo-4-((5-bromo-2-oxoindolin-3-ylidene)methyl) phenoxy)ethoxy)ethoxy)ethoxy)ethyl)carbamate BrC1=C(OCCOCCOCCOCCNC(OC(C)(C)C)=O)C(=CC(=C1)\C=C\1/C(NC2=CC=C(C=C12)Br)=O)Br